COC(=O)C1=NN(N=C1)C1=C(C=C(C=C1)NC(=O)C=1C=NN(C1C(F)(F)F)C1=C2C=CC=NC2=CC=C1)Cl Methyl-2-(2-chloro-4-(1-(chinolin-5-yl)-5-(trifluoromethyl)-1H-pyrazol-4-carboxamido)phenyl)-2H-1,2,3-triazol-4-carboxylat